tert-butyl N-[1-(4-bromopyridin-2-yl)-2-[(1R,4R)-2-oxa-5-azabicyclo[2.2.1]heptan-5-yl]ethyl]carbamate BrC1=CC(=NC=C1)C(CN1[C@H]2CO[C@@H](C1)C2)NC(OC(C)(C)C)=O